2-bromo-5-cyano-3-fluorobenzoic acid BrC1=C(C(=O)O)C=C(C=C1F)C#N